2-hexylamino-1,4-benzoquinone C(CCCCC)NC=1C(C=CC(C1)=O)=O